ClC1=C(C(=C(C=C1OC)OC)Cl)C1=CC2=C(N=C(N=C2)NC2=C(C=CC=C2C)NC(C=C)=O)C(=N1)NCC1CN(C1)C N-(2-((6-(2,6-dichloro-3,5-dimethoxyphenyl)-8-(((1-methylazetidin-3-yl)methyl)amino)pyrido[3,4-d]pyrimidin-2-yl)amino)-3-methylphenyl)acrylamide